tert-butyl (RS)-6-(6-cyanopyridin-3-yl)-2,2-difluoro-7-azaspiro[3.5]nonane-7-carboxylate C(#N)C1=CC=C(C=N1)[C@H]1CC2(CC(C2)(F)F)CCN1C(=O)OC(C)(C)C |r|